CC(COC(C=C)=O)CCCCCCCCCCCCCCCC.BrC=1C=C(C=C(C1C(F)(F)F)Cl)N(C(=O)OC(C)(C)C)C(=O)OC(C)(C)C 2-methylprop-2-yl {[3-bromo-5-chloro-4-(trifluoromethyl)phenyl]{[(2-methylprop-2-yl)oxy]carbonyl}amino}carboxylate 2-methyloctadecyl-acrylate